C(C)(C)C=1C=CC(=NC1)NC1=C(C=C(C=C1)NC(C=C)=O)C1=NC=CC=C1 N-(4-((5-isopropylpyridin-2-yl)amino)-3-(pyridin-2-yl)phenyl)acrylamide